OC=1C=C(C=C(C1)C=O)C=O 5-hydroxy-m-benzenedicarboxaldehyde